Cl.N1=CC(=CC=C1)CC(=O)N1CC=2CNCC2C1 2-(pyridin-3-yl)-1-[1H,2H,3H,4H,5H,6H-pyrrolo[3,4-c]pyrrol-2-yl]ethan-1-one hydrochloride